7-methyl-N-[2-(2-{7-oxo-5H,7H-furo[3,4-b]pyridin-3-yl}ethynyl)phenyl]-quinoline-8-sulfonamide CC1=CC=C2C=CC=NC2=C1S(=O)(=O)NC1=C(C=CC=C1)C#CC=1C=C2C(=NC1)C(OC2)=O